tert-Butyl N-[[3-[[(1R)-1-(3,6-dimethyl-4-oxo-2-phenyl-chromen-8-yl)ethyl]amino]pyridine-2-carbonyl]sulfamoyl]carbamate CC1=C(OC2=C(C=C(C=C2C1=O)C)[C@@H](C)NC=1C(=NC=CC1)C(=O)NS(=O)(=O)NC(OC(C)(C)C)=O)C1=CC=CC=C1